8-(2-methyl-5-(5-(2-(trifluoromethyl)pyridin-4-yl)-4H-1,2,4-triazol-3-yl)phenyl)-2',3',5',6'-tetrahydro-3H-spiro[benzo[b][1,4]oxazepine-2,4'-pyran]-4(5H)-one CC1=C(C=C(C=C1)C1=NN=C(N1)C1=CC(=NC=C1)C(F)(F)F)C=1C=CC2=C(OC3(CCOCC3)CC(N2)=O)C1